COC1=CC=CC(=N1)C1=NN=C(O1)C=1C=C2CN(C(C2=CC1)=O)C1C(NC(CC1)=O)=O 3-(5-(5-(6-methoxypyridin-2-yl)-1,3,4-oxadiazol-2-yl)-1-oxoisoindolin-2-yl)piperidine-2,6-dione